FC1=CC=CC=2C(C3=C(SCC21)C2=C(C=C3)C=CS2)O 10-fluoro-6,11-dihydrobenzo[e]thieno[3',2':5,6]benzo[1,2-b]thiepin-6-ol